5-bromo-8-amino-1,7-naphthyridine BrC1=C2C=CC=NC2=C(N=C1)N